1-(3-bromo-4-(methyl-d3)phenyl)ethan-1-one BrC=1C=C(C=CC1C([2H])([2H])[2H])C(C)=O